Diethyl (4-(aminomethyl)phenyl)phosphonate NCC1=CC=C(C=C1)P(OCC)(OCC)=O